(rac)-tert-butyl ((1R,3S)-3-((6-(1-methyl-1H-pyrazol-4-yl)pyrazolo[1,5-a]pyrazin-4-yl)oxy)cyclohexyl)carbamate CN1N=CC(=C1)C=1N=C(C=2N(C1)N=CC2)O[C@@H]2C[C@@H](CCC2)NC(OC(C)(C)C)=O |r|